2-[4-[[2-(3-chlorophenyl)-6-(trifluoromethyl)pyridin-4-yl]methyl]phenyl]acetic acid ClC=1C=C(C=CC1)C1=NC(=CC(=C1)CC1=CC=C(C=C1)CC(=O)O)C(F)(F)F